(±)-tert-butyl 2-(4-cyanophenyl)-4-phenylpiperidine-1-carboxylate C(#N)C1=CC=C(C=C1)C1N(CCC(C1)C1=CC=CC=C1)C(=O)OC(C)(C)C